[Cl-].CC(C[N+](C)(C)CCCC)CNC(C=C)=O (2-methyl-3-acrylamidopropyl)butyldimethyl-ammonium chloride